dimethylolnonenic acid C(O)C(=C(C(=O)O)CO)CCCCCC